(2R)-2-((4-chloro-6-(2-phenylpropyl)-1,3,5-triazin-2-yl)amino)-4-methylpentan-1-ol ClC1=NC(=NC(=N1)CC(C)C1=CC=CC=C1)N[C@@H](CO)CC(C)C